phthalic acid diacetate C(C)(=O)O.C(C)(=O)O.C(C=1C(C(=O)O)=CC=CC1)(=O)O